(R)-N-(1-(3-(difluoromethyl)-2-fluorophenyl)ethyl)-6-(3,6-dihydro-2H-pyran-4-yl)-2-methyl-[1,2,4]triazolo[4',3':1,6]pyrido[2,3-d]pyrimidin-4-amine FC(C=1C(=C(C=CC1)[C@@H](C)NC=1C2=C(N=C(N1)C)N1C(C(=C2)C=2CCOCC2)=NN=C1)F)F